CN1C(C2=C(C=CC1)C(=CN2)C2=NC(=NC=C2C(F)(F)F)N[C@@H]2CNCCC2)=O 7-methyl-3-(2-{[(3S)-piperidin-3-yl]amino}-5-(trifluoromethyl)pyrimidin-4-yl)-1H,6H,7H,8H-pyrrolo[2,3-c]azepin-8-one